C(C)(C)(C)C1C(CC12CCN(CC2)C(=O)OC[C@@H]2[C@H]([C@H]([C@@](O2)(N2C=NC=1C(N)=NC=NC21)N)O)O)OC=2CCN(CC2)CC2=CC=CC=C2 AminoAdenosine tert-butyl-2-((1-benzyl-1,2,3,6-tetrahydropyridin-4-yl)oxy)-7-azaspiro[3.5]nonane-7-carboxylate